S1C(=NC2=C1C=CC=C2)NC2=C(C1=C(N=N2)N(CCC1)C=1SC=C(N1)C(=O)O)C 2-{3-[(1,3-benzothiazol-2-yl)amino]-4-methyl-5H,6H,7H,8H-pyrido[2,3-C]pyridazin-8-yl}-1,3-thiazole-4-carboxylic acid